P(=O)(O)(O)O.N12CCC(CC1)CC2.N21CCC(CC2)CC1 Bis(quinuclidine) phosphate